C1(CC1)C=1C(=NON1)C(=O)N[C@H](C(NC1=NC=CC(=C1)C([2H])N1C(N[C@@H](C1)C(F)(F)F)=O)=O)C1CCC(CC1)C 4-Cyclopropyl-N-((1S)-1-((1r,4S)-4-methylcyclohexyl)-2-oxo-2-((4-(((S)-2-oxo-4-(trifluoromethyl)imidazolidin-1-yl)methyl-d)pyridin-2-yl)amino)ethyl)-1,2,5-oxadiazole-3-carboxamide